O1N=C(C=C1)NCC(=O)NN 2-(isoxazol-3-ylamino)acethydrazide